COC1=CC=C(C=C1)CN1C(OCC1)=O 3-[(4-methoxyphenyl)methyl]oxazolidin-2-one